NC1=C(C=C2CN(C(C2=C1)=O)CC1=CC=CC=C1)Br 6-Amino-2-benzyl-5-bromoisoindolin-1-one